CNC=1N=C(C(=NC1C=1C2=C(C=NC1)N(C=N2)C)C(=O)OC)NC2=CC=C(C=C2)[C@H](C)N2CCN(CC2)C |o1:29| methyl 5-(methylamino)-6-(3-methylimidazo[4,5-c]pyridin-7-yl)-3-[4-[rel-(1S)-1-(4-methylpiperazin-1-yl)ethyl]anilino]pyrazine-2-carboxylate